CC1=C(C(=C2CCCC2=C1)NC(=O)C1=NN2C(COCC2)=C1S(=O)(=O)N)C1=CC=2N(C=C1)N=CC2 ((6-methyl-5-(pyrazolo[1,5-a]pyridin-5-yl)-2,3-dihydro-1H-inden-4-yl)carbamoyl)-6,7-dihydro-4H-pyrazolo[5,1-c][1,4]oxazine-3-sulfonamide